BrC=1C(C2=CC(=CC=C2C1C=1N=CSC1C)OCCO[Si](C)(C)C(C)(C)C)=O 2-bromo-6-(2-((t-butyldimethylsilyl)oxy)ethoxy)-3-(5-methylthiazol-4-yl)-1H-inden-1-one